6-bromo-4-fluoro-3-methoxy-3,4-dihydro-2H-isoquinolin-1-one BrC=1C=C2C(C(NC(C2=CC1)=O)OC)F